(1R,2S,5S)-3-((S)-2-amino-3,3-dimethylbutyryl)-N-((5-bromopyridine-3-yl)(cyano)methyl)-6,6-dimethyl-3-azabicyclo[3.1.0]hexane-2-carboxamide formate C(=O)O.N[C@H](C(=O)N1[C@@H]([C@H]2C([C@H]2C1)(C)C)C(=O)NC(C#N)C=1C=NC=C(C1)Br)C(C)(C)C